NC1=CC=C(N=N1)C1CCN(CC1)C(=O)C1=NC=C(C(=C1)OC)OCC1CCC1 [4-(6-Amino-pyridazin-3-yl)-piperidin-1-yl]-(5-cyclobutylmethoxy-4-methoxy-pyridin-2-yl)-methanone